ClC1=CC=2C(=NC=C(C2C(C2CN(CC2)C(=O)OC(C)(C)C)O)[N+](=O)[O-])N1COCC[Si](C)(C)C tert-butyl 3-((2-chloro-5-nitro-1-((2-(trimethylsilyl)ethoxy)methyl)-1H-pyrrolo[2,3-b]pyridin-4-yl) (hydroxy)methyl)pyrrolidine-1-carboxylate